(S)-N-((R)-1-(4-bromonaphthalen-1-yl)ethyl)-2-methylpropane-2-sulfinamide BrC1=CC=C(C2=CC=CC=C12)[C@@H](C)N[S@@](=O)C(C)(C)C